(S)-1-(1-(difluoromethyl)-2,7-diazaspiro[3.5]nonan-2-yl)prop-2-en-1-one FC([C@H]1N(CC12CCNCC2)C(C=C)=O)F